C(CCCCCC#C)N1C(C2=CC=CC=C2C1=O)=O 2-(oct-7-yn-1-yl)isoindoline-1,3-dione